2-[4-(Difluoromethyl)-7-methyl-6-(4-morpholinophenyl)indazol-2-yl]-2-[(6R)-6-fluoro-6,7-dihydro-5H-pyrrolo[1,2-c]imidazol-1-yl]-N-thiazol-2-yl-acetamide FC(C=1C2=CN(N=C2C(=C(C1)C1=CC=C(C=C1)N1CCOCC1)C)C(C(=O)NC=1SC=CN1)C1=C2N(C=N1)C[C@@H](C2)F)F